C(C)(C)(C)OC(=O)N[C@@H](CC(=O)O)CC1=C(C=C(C(=C1)F)F)F (3R)-3-[N-(tert-butoxycarbonyl)amino]-4-(2,4,5-trifluorophenyl)butanoic acid